FC(C(=O)O)(F)F.C1(CC1)C=1C=C(C=CC1)C1CC(C1)NC 3-(3-Cyclopropylphenyl)-N-methylcyclobutan-1-amine trifluoroacetate salt